ClC1=NC2=C(C=CC=C2C(=N1)OC)Cl 2,8-dichloro-4-methoxyquinazoline